[K+].C(C)(C)(C)C(C(=O)[O-])(C(=O)[O-])C1CCCCC1.[K+] 2-(tert-butyl)-2-cyclohexylmalonic acid potassium salt